4a,4b,8a,9a-tetrahydro-9H-carbazole C1=CC=CC2C3C=CC=CC3NC12